(R)-N-(cyclopropyl-(1-methoxyisoquinolin-4-yl)methyl)-2-methylpropan-2-sulfinamide C1(CC1)C(N[S@](=O)C(C)(C)C)C1=CN=C(C2=CC=CC=C12)OC